2,4-dihydroxy-5-isopropyl-N-(4-morpholinylphenyl)benzamide OC1=C(C(=O)NC2=CC=C(C=C2)N2CCOCC2)C=C(C(=C1)O)C(C)C